5-(3-(4-hydroxypiperidin-1-yl)azetidin-1-yl)-2-methylbenzoic acid OC1CCN(CC1)C1CN(C1)C=1C=CC(=C(C(=O)O)C1)C